Cl.C1C(CC12CCNCC2)CO (7-azaspiro[3.5]nonan-2-yl)methanol hydrochloride